O=C1CCC2=CC=CC=C12 2,3-dihydro-3-oxo-1H-indene